(R)-N-(5-methoxy-2-methyl-4-(N-(1-(piperidin-4-yl)ethyl)sulfamoyl)phenyl)-2-methylbenzamide hydrochloride Cl.COC=1C(=CC(=C(C1)NC(C1=C(C=CC=C1)C)=O)C)S(N[C@H](C)C1CCNCC1)(=O)=O